O1CC(CC1)C1=NC2=CC=C(C=C2C=N1)C=C 2-(Tetrahydrofuran-3-yl)-6-vinylquinazoline